C(C)N(CC)P(N(CC)CC)N(CC)CC Tri(diethylamino)phosphine